FC=1C=C(CNC=2C=C3N(C(N2)=O)C[C@H]2N3CCC2)C=C(C1F)F (S)-3-((3,4,5-trifluorobenzyl)amino)-7,8,8a,9-tetrahydropyrrolo[1',2':3,4]imidazo[1,2-c]pyrimidin-1(6H)-one